CN1CC2CN(CC(C1)O2)C2=CC=C(C=C2)C#CC2=C1C=C(N=CC1=C(N=C2)NC)NC(=O)C2CC2 N-(5-((4-(7-methyl-9-oxa-3,7-diazabicyclo[3.3.1]non-3-yl)phenyl)ethynyl)-8-(methylamino)-2,7-naphthyridin-3-yl)cyclopropanecarboxamide